3-methyl-2,5-dimethoxyphenol CC=1C(=C(C=C(C1)OC)O)OC